[N+](=O)([O-])[O-].[Zr+4].O.[N+](=O)([O-])[O-].[N+](=O)([O-])[O-].[N+](=O)([O-])[O-] water zirconium nitrate